[Sn].[Cu].[Ag].[Cu] copper silver copper tin